8-cyclopentyl-N-(3-fluoro-5-(1-(4-fluorophenyl)-1H-pyrazol-4-yl)phenyl)-7H-purine-6-carboxamide C1(CCCC1)C1=NC2=NC=NC(=C2N1)C(=O)NC1=CC(=CC(=C1)C=1C=NN(C1)C1=CC=C(C=C1)F)F